C(C)(C)C1=CC=C(C=C1)C=1N=C2N(C=CC=C2)C1CN1C2CN(C(C1)CC2)C(=O)OC(C)(C)C racemic-tert-butyl 5-{[2-(4-isopropylphenyl)imidazo[1,2-a]pyridin-3-yl]methyl}-2,5-diazabicyclo[2.2.2]octane-2-carboxylate